2-((2-((3R,4R)-3-Amino-4-fluoro-1-piperidinyl)-5,6-difluoro-1H-benzimidazol-1-yl)methyl)-4-chlorobenzonitril N[C@@H]1CN(CC[C@H]1F)C1=NC2=C(N1CC1=C(C#N)C=CC(=C1)Cl)C=C(C(=C2)F)F